1-[4-(5-chloro-2-methyl-phenyl)piperazin-1-yl]-4-cyclopentyl-butane-1,4-dione ClC=1C=CC(=C(C1)N1CCN(CC1)C(CCC(=O)C1CCCC1)=O)C